(R)-2-(Methoxymethoxy)-2'-methyl-[1,1'-binaphthalene]-3-carbaldehyde COCOC1=C(C2=CC=CC=C2C=C1C=O)C1=C(C=CC2=CC=CC=C12)C